[Si](C)(C)(C(C)(C)C)OCC1=C(C=CC(=N1)C(C(C(=O)OC)(C)C)C1=C(C2=C(N(N=N2)CC)C=C1)C)C methyl 3-(6-(((tert-butyldimethylsilyl)oxy)methyl)-5-methylpyridin-2-yl)-3-(1-ethyl-4-methyl-1H-benzo[d][1,2,3]triazol-5-yl)-2,2-dimethylpropanoate